5-Methyl-2-(3-methylpiperidin-4-yl)-1,3-benzoxazole CC=1C=CC2=C(N=C(O2)C2C(CNCC2)C)C1